2-bromo-4-(2-fluorophenoxy)-1-nitrobenzene BrC1=C(C=CC(=C1)OC1=C(C=CC=C1)F)[N+](=O)[O-]